C1(=CC=CC=C1)NC(=O)C=1N=C2N(C=C(C=C2)C2=NC=CC=C2)C1 N-phenyl-6-(pyridin-2-yl)imidazo[1,2-a]pyridine-2-carboxamide